C(CCCCCC)=O deoxyheptanoic acid